6-(6'-(Trifluoromethyl)-[2,2'-bipyridin]-3-yl)imidazo[1,2-a]pyridin-2-carboxamid FC(C1=CC=CC(=N1)C1=NC=CC=C1C=1C=CC=2N(C1)C=C(N2)C(=O)N)(F)F